N-[(6-{[(2-methanesulfonylethyl)amino]methyl}imidazo[1,2-a]pyridin-2-yl)methyl]-4-oxo-4H-pyrido[1,2-a]pyrimidine-2-carboxamide CS(=O)(=O)CCNCC=1C=CC=2N(C1)C=C(N2)CNC(=O)C=2N=C1N(C(C2)=O)C=CC=C1